CSC1=CC=2C(C=3N=C(N=CC3C2C=C1)C(F)(F)F)=O 7-(methylthio)-2-(trifluoromethyl)-9H-indeno[2,1-d]pyrimidin-9-one